O[C@H]1[C@@H](OC[C@H]([C@@H]1O)O)CC(C)=O 1-((2S,3R,4S,5R)-3,4,5-trihydroxytetrahydro-2H-pyran-2-yl)propane-2-one